C(C)(C)(C)OC(=O)N1CCC(CC1)C(C(=O)O)CCO[Si](C)(C)C(C)(C)C 2-(1-(tert-Butoxycarbonyl)piperidin-4-yl)-4-((tert-butyldimethylsilyl)oxy)Butyric acid